C(C1=CC=CC=C1)N1CC=2C(=C(C=3NC=4C=CC(=CC4C3C2)F)C)CC1 2-benzyl-9-fluoro-5-methyl-2,3,4,6-tetrahydro-1H-pyrido[4,3-b]carbazole